C1N(CCC2=CC=CC=C12)C[C@H](CN1C(C2=CC=C(C=C2CC1)C=1CCNCC1)=O)O 2-[(2R)-3-(3,4-Dihydro-1H-isochinolin-2-yl)-2-hydroxy-propyl]-6-(1,2,3,6-tetrahydropyridin-4-yl)-3,4-dihydroisochinolin-1-on